C(C)(C)(C)OC(=O)N1C2(CC2)CC(CC1)N(C=1N=CC(=NC1)C(=O)O[Li])C [5-[(4-tert-butoxycarbonyl-4-azaspiro[2.5]octan-7-yl)-methyl-amino]pyrazine-2-carbonyl]oxylithium